butyl 4-{[1-(pyridin-3-yl)piperidin-4-yl]methyl}piperazine-1-carboxylate N1=CC(=CC=C1)N1CCC(CC1)CN1CCN(CC1)C(=O)OCCCC